3-(2,3-difluoro-6-(2-morpholinothiazol-4-yl)phenoxy)propan-1-amine hydrochloride Cl.FC1=C(OCCCN)C(=CC=C1F)C=1N=C(SC1)N1CCOCC1